N',N'-dimethyl-N-[3-[[(1S)-19,19,19-trifluoro-1-(trityloxymethyl)nonadecoxy]methyl]phenyl]ethane-1,2-diamine CN(CCNC1=CC(=CC=C1)CO[C@@H](CCCCCCCCCCCCCCCCCC(F)(F)F)COC(C1=CC=CC=C1)(C1=CC=CC=C1)C1=CC=CC=C1)C